N1N=CC(=C1)C1=NNC2=CC(=CC=C12)NC=1C=C(C=CC1)NC(=O)NC1=CC(=NN1C1=CC(=C(C=C1)F)F)C(C)(C)C 1-(3-((3-(1H-pyrazol-4-yl)-1H-indazol-6-yl)amino)phenyl)-3-(3-(tert-butyl)-1-(3,4-difluorophenyl)-1H-pyrazol-5-yl)urea